S1C=CC=2C1=NC(=CC2)C(=O)N thieno[2,3-b]pyridine-6-carboxamide